FC1=CC(=C(C=C1C=1CCN(CC1)C(C)C1=CC=C(C=C1)OC)NC(=O)C1=CNC(C=C1C(F)(F)F)=O)N1C[C@H](N([C@H](C1)C)C)C |r| N-[4-fluoro-5-[1-[1-(4-methoxyphenyl)ethyl]-3,6-dihydro-2H-pyridin-4-yl]-2-[rac-(3R,5S)-3,4,5-trimethylpiperazin-1-yl]phenyl]-6-oxo-4-(trifluoromethyl)-1H-pyridine-3-carboxamide